COC1=C(C=C2C(=NC=NC2=C1)C=1C(=NN(C1)C)C1=CC=CC=C1)O 7-methoxy-4-(1-methyl-3-phenyl-1H-pyrazol-4-yl)quinazolin-6-ol